ClC1=C(C=CC(=C1)Cl)C1=CC2=C(N=C(N=C2)S(=O)(=O)C)N2C1=NCC2 6-(2,4-dichlorophenyl)-2-(methylsulfonyl)-8,9-dihydroimidazo[1',2':1,6]pyrido[2,3-d]pyrimidine